ClC=1C=C(OC=2C(N(C=CC2C(F)(F)F)CC2=NNC(N2C)=O)=O)C=C(C1)C=1C=NC=CC1 3-(3-chloro-5-(pyridin-3-yl)phenoxy)-1-((4-methyl-5-oxo-4,5-dihydro-1H-1,2,4-triazol-3-yl)methyl)-4-(trifluoromethyl)pyridin-2(1H)-one